(5S,8S)-N-(2-chloro-5-(trifluoromethyl)benzyl)-5-fluoro-8-hydroxy-5,6,7,8-tetrahydroquinoline-5-carboxamide ClC1=C(CNC(=O)[C@]2(C=3C=CC=NC3[C@H](CC2)O)F)C=C(C=C1)C(F)(F)F